2-Aminocyclohexen NC1=CCCCC1